1-(9Z-hexadecenoyl)-2-eicosanoyl-glycero-3-phosphocholine CCCCCCCCCCCCCCCCCCCC(=O)O[C@H](COC(=O)CCCCCCC/C=C\CCCCCC)COP(=O)([O-])OCC[N+](C)(C)C